tert-butyl 2-((1-(2-(4,4-dimethylpiperidin-1-yl)-6-methyl-4-oxo-3,4-dihydroquinazolin-8-yl)ethyl)amino)benzoate CC1(CCN(CC1)C1=NC2=C(C=C(C=C2C(N1)=O)C)C(C)NC1=C(C(=O)OC(C)(C)C)C=CC=C1)C